tert-butyl 3-((4-fluoro-2-(trifluoromethyl)benzyl)amino)-2-methylpyrrolidine-1-carboxylate FC1=CC(=C(CNC2C(N(CC2)C(=O)OC(C)(C)C)C)C=C1)C(F)(F)F